5-[[6-[3-(Difluoromethyl)-4-fluoro-phenyl]-3-fluoro-pyrazolo[3,4-b]pyrazin-1-yl]methyl]pyridine-3-carbonitrile FC(C=1C=C(C=CC1F)C1=CN=C2C(=N1)N(N=C2F)CC=2C=C(C=NC2)C#N)F